5-methyl-2-furanboronic acid CC1=CC=C(O1)B(O)O